α-bromo-iodoacetophenone BrC(C(=O)C1=CC=CC=C1)I